CC1(CC(CC(C1)CCCC1=CC=CC=C1)O)C=C 3-methyl-5-(3-phenylpropyl)-3-vinylcyclohexan-1-ol